C1(CCC1)CN(CC=1C=CC=2N(C1)C=C(N2)CN2N=NC(=C2)C2=CN=CC1=CC=CC=C21)CC2CCC2 bis(cyclobutylmethyl)[(2-{[4-(isoquinolin-4-yl)-1H-1,2,3-triazol-1-yl]methyl}imidazo[1,2-a]pyridin-6-yl)methyl]amine